N1=CC=CC=C2C1=CC=C2 cyclopenta-azepine